bis[3-ethyl-benzothiazole-6-sulfonic acid] diammonium salt [NH4+].[NH4+].C(C)N1CSC2=C1C=CC(=C2)S(=O)(=O)[O-].C(C)N2CSC1=C2C=CC(=C1)S(=O)(=O)[O-]